2,6-dicyclohexylaniline C1(CCCCC1)C1=C(N)C(=CC=C1)C1CCCCC1